4-[[(2R,3S,4R,5S)-3-(3-chloro-2-fluoro-phenyl)-4-(4-chloro-2-fluoro-phenyl)-4-cyano-5-(2,2-dimethylpropyl)-1-hexyl-pyrrolidine-2-carbonyl]amino]-3-methoxy-benzoic acid ClC=1C(=C(C=CC1)[C@H]1[C@@H](N([C@H]([C@]1(C#N)C1=C(C=C(C=C1)Cl)F)CC(C)(C)C)CCCCCC)C(=O)NC1=C(C=C(C(=O)O)C=C1)OC)F